4-((4-(tert-butyl)phenyl)sulfinyl)benzenesulfonic Acid C(C)(C)(C)C1=CC=C(C=C1)S(=O)C1=CC=C(C=C1)S(=O)(=O)O